ClC=1C=CC=C2C(C=C(OC12)C1=C(OCC(CNC(C(=O)OCC)=O)O)C=C(C=C1)C(F)(F)F)=O ethyl 2-[[3-[2-(8-chloro-4-oxo-chromen-2-yl)-5-(trifluoromethyl) phenoxy]-2-hydroxy-propyl] amino]-2-oxo-acetate